1-stannacyclooctane [SnH2]1CCCCCCC1